C(COCC(=O)O)(=O)O 3-oxa-1,5-pentanedioic acid